FC1=CC=C2C(=C(C(=C(C2=C1)OC)CC=1OC=CC1)C)OC 2-((7-fluoro-1,4-dimethoxy-3-methylnaphthalen-2-yl)methyl)furan